ClC1=C(NC2=CC=C(C(=C12)Cl)F)C(=O)N1C[C@H](CC1)C(=O)N1CC(CC1)N1CC(C1)(F)F (3,4-dichloro-5-fluoro-1H-indol-2-yl)((3S)-3-(3-(3,3-difluoroazetidin-1-yl)pyrrolidine-1-carbonyl)pyrrolidin-1-yl)methanone